(3-carboxypropionyl)-L-glutamic acid C(=O)(O)CCC(=O)N[C@@H](CCC(=O)O)C(=O)O